tert-Butyl methyl (trans)-cyclohexane-1,4-dicarboxylate [C@H]1(CC[C@H](CC1)C(=O)OC)C(=O)OC(C)(C)C